2,3-dihydroxyphenazin OC1=CC2=NC3=CC=CC=C3N=C2C=C1O